chromium-cadmium-lead [Pb].[Cd].[Cr]